1-((1-(4-(1-(tetrahydro-2H-pyran-2-yl)-1H-pyrazol-4-yl)phenyl)piperidin-4-yl)methyl)pyrrolidin-2-one O1C(CCCC1)N1N=CC(=C1)C1=CC=C(C=C1)N1CCC(CC1)CN1C(CCC1)=O